tert-butyl N-{4-[(2-amino-3-nitro-4-pyridyl)oxy]-2-isopropyl-phenyl}carbamate NC1=NC=CC(=C1[N+](=O)[O-])OC1=CC(=C(C=C1)NC(OC(C)(C)C)=O)C(C)C